2,4-dichloro-3-cyano-5-fluoro-N-[(1R,3S)-3-{[2-(trifluoromethyl)quinolin-4-yl]amino}cyclohexyl]benzamide ClC1=C(C(=O)N[C@H]2C[C@H](CCC2)NC2=CC(=NC3=CC=CC=C23)C(F)(F)F)C=C(C(=C1C#N)Cl)F